O1CC(C1)OC1=NC(=NC=C1C(F)(F)F)N[C@H]1CN(CCC1)C1=NN=C2N1CCCC2 4-(oxetan-3-yloxy)-N-[(3R)-1-(5,6,7,8-tetrahydro-[1,2,4]triazolo[4,3-a]pyridin-3-yl)-3-piperidyl]-5-(trifluoromethyl)pyrimidin-2-amine